4-[[2-(2,5-Difluorophenyl)acetyl]amino]-N-(4-fluoro-1-bicyclo[2.1.1]hexanyl)pyridin FC1=C(C=C(C=C1)F)CC(=O)NC1=CCN(C=C1)C12CCC(C1)(C2)F